C[Si]1(O[Si](O[Si](O[Si](O[Si](O1)(C)C)(C)C)(C)C)(C)C)C Decamethyl-cyclopentasiloxane